COC(=O)C1CC(C2=CC=CC(=C12)Br)=O 7-bromo-3-oxo-2,3-dihydro-1H-indene-1-carboxylic acid methyl ester